4-(4-(1-(3-(2,6-Dioxopiperidin-3-yl)phenethyl)piperidin-4-yl)piperazin-1-yl)-2-((S)-1-(3-ethoxy-4-methoxyphenyl)-2-(methylsulfonyl)ethyl)isoindoline-1,3-dione O=C1NC(CCC1C=1C=C(CCN2CCC(CC2)N2CCN(CC2)C2=C3C(N(C(C3=CC=C2)=O)[C@H](CS(=O)(=O)C)C2=CC(=C(C=C2)OC)OCC)=O)C=CC1)=O